NC=1CN(ON1)O (Z)-4-amino-N-hydroxy-1,2,5-oxadiazol